3-((5-fluoro-4-(3-(6-oxo-1,6-dihydropyridin-3-yl)phenyl)pyrimidin-2-yl)amino)cyclohexane-1-carboxamide FC=1C(=NC(=NC1)NC1CC(CCC1)C(=O)N)C1=CC(=CC=C1)C1=CNC(C=C1)=O